ClC=1C(=NC(=NC1)N[C@H]1CN(CCC1)CC1CCNCC1)NC1=C(C=CC=C1)P(C)C (R)-(2-((5-chloro-2-((1-(piperidin-4-ylmethyl)piperidin-3-yl)amino)pyrimidin-4-yl)amino)phenyl)dimethylphosphine